neohexyl isohexanoate C(CCC(C)C)(=O)OCCC(C)(C)C